4-(4-cyclopropyl-1H-imidazol-1-yl)benzo[d]thiazole-2-carbonyl chloride C1(CC1)C=1N=CN(C1)C1=CC=CC2=C1N=C(S2)C(=O)Cl